ClC=1C=C2CCN(CC2=C(C1)[C@H]1N(CCC1)C(=O)OC(C)(C)C)C(C(C(F)(F)F)(C(F)(F)F)O)=O (S)-tert-butyl 2-(6-Chloro-2-(3,3,3-trifluoro-2-hydroxy-2-(trifluoromethyl)propionyl)-1,2,3,4-tetrahydroisoquinoline-8-yl)pyrrolidine-1-carboxylate